C12CN(CC2C1)CCO[C@@H](C)C1=CC=C(C=N1)C1=CC=2C3=C(N=NC2C=C1)N(C(N3C(C)C)=O)C 8-(6-((1S)-1-(2-(3-azabicyclo[3.1.0]hexan-3-yl)ethoxy)ethyl)pyridin-3-yl)-1-isopropyl-3-methyl-1H-imidazo[4,5-c]cinnolin-2(3H)-one